C(C)[C@H]1N(CCN(C1)C)CC=1C=CC2=C(C(=NO2)N2C(NC(CC2)=O)=O)C1 (R)-1-(5-((2-ethyl-4-methylpiperazin-1-yl)methyl)benzo[d]isoxazol-3-yl)dihydropyrimidine-2,4(1H,3H)-dione